{4-(naphthalen-1-yl)-phenyl}{4-(naphthalen-2-yl)-phenyl}-(2'-phenyl-[1,1':4',1'']terphenyl-4''-yl)-amine C1(=CC=CC2=CC=CC=C12)C1=CC=C(C=C1)N(C1=CC=C(C=C1)C1=CC(=C(C=C1)C1=CC=CC=C1)C1=CC=CC=C1)C1=CC=C(C=C1)C1=CC2=CC=CC=C2C=C1